C=1(C(=CC=CC1)S(=O)C1=C(C=CC=C1)C)C di(2-toluyl) sulfoxide